CSC1=NC=2C3=C(CCC2C(N1)=O)C=CC=C3 2-methylsulfanyl-5,6-dihydro-3H-benzo[H]quinazolin-4-one